FC1=C(C=CC(=C1)C(F)(F)F)NC(=O)NCC1=C(C=CC2=C1N(C=N2)C)OC 1-(2-fluoro-4-(trifluoromethyl)-phenyl)-3-((6-methoxy-1-methyl-1H-benzimidazol-7-yl)methyl)urea